(9H-fluoren-9-yl)methyl (3-(bis(2-hydroxyethyl)amino)-3-oxopropyl)carbamate OCCN(C(CCNC(OCC1C2=CC=CC=C2C=2C=CC=CC12)=O)=O)CCO